FC(C(=O)O)(F)F.NCC1CCN(CC1)NC(COC1=CC(=C(C=C1)Cl)F)=O N-(4-(aminomethyl)piperidin-1-yl)-2-(4-chloro-3-fluorophenoxy)acetamide 2,2,2-trifluoroacetate salt